octahydrocyclopenta[c]pyrrole-5-carboxylic acid ethyl ester C(C)OC(=O)C1CC2C(CNC2)C1